C(#N)\C(=C/C1=CC=CC=C1)\C1=CC=C(C(=O)O)C=C1 (Z)-4-(1-cyano-2-phenylvinyl)benzoic acid